C(C)OC1=C([SiH](C=C1)OCC)OCC triethoxysilol